5-cyclopropyl-3-(2,6-dichlorophenyl)isoxazole-4-carboxylic acid (1R,4R,5S)-2-azabicyclo[2.2.1]Heptan-5-yl ester HCl salt Cl.[C@H]12NC[C@H]([C@H](C1)OC(=O)C=1C(=NOC1C1CC1)C1=C(C=CC=C1Cl)Cl)C2